C=1(CC[C@@H](CC1)C(=O)OCC)C1=CC=C(C=C1)C(=O)OC(C)(C)C 4'-(tert-Butyl) 4-ethyl (S)-2,3,4,5-tetrahydro-[1,1'-biphenyl]-4,4'-dicarboxylate